1-(4-(3-(6-(((3S,4S)-4-fluoropyrrolidin-3-yl)amino)pyridin-2-yl)imidazo[1,2-a]pyrazin-6-yl)-1H-pyrazol-1-yl)-2-methylpropan-2-ol F[C@@H]1[C@H](CNC1)NC1=CC=CC(=N1)C1=CN=C2N1C=C(N=C2)C=2C=NN(C2)CC(C)(O)C